bis-[2-(p-ethoxybenzenesulfonyloxy)phenyl]urea C(C)OC1=CC=C(C=C1)S(=O)(=O)OC1=C(C=CC=C1)NC(NC1=C(C=CC=C1)OS(=O)(=O)C1=CC=C(C=C1)OCC)=O